2-((5-(4-chlorophenyl)pentyl)sulfonamido)benzoic acid ClC1=CC=C(C=C1)CCCCCS(=O)(=O)NC1=C(C(=O)O)C=CC=C1